ethylbismuthanone C(C)[Bi]=O